FC(C1=NC(=NO1)C1=CC=C(C=C1)[C@@H](C)NC1=NC=CN=C1)(F)F (R)-N-(1-(4-(5-(trifluoromethyl)-1,2,4-oxadiazol-3-yl)phenyl)ethyl)pyrazin-2-amine